(4-(4-(trifluoromethyl)phenyl)-3,4-dihydro-2H-benzo[b][1,4]oxazin-2-yl)methyl methanesulfonate CS(=O)(=O)OCC1CN(C2=C(O1)C=CC=C2)C2=CC=C(C=C2)C(F)(F)F